C1CCC2=C(C=3CCCC3C=C12)NC(=O)NS(=O)(=O)\C=C\C1CN(CCC1)S(=O)(=O)C (E)-N-((1,2,3,5,6,7-Hexahydro-s-indacen-4-yl)carbamoyl)-2-(1-(methylsulfonyl)piperidin-3-yl)ethensulfonamid